ClC=1C=CC2=C(NC(OC2C=C)=O)C1 7-chloro-4-vinyl-1,4-dihydro-2H-benzo[d][1,3]oxazin-2-one